6-(2,6-dichlorophenyl)-2-((6-(2-(1,1-dioxidothiomorpholino)ethoxy)-5-fluoropyridin-3-yl)amino)-8-methylpyrido[2,3-d]pyrimidin-7(8H)-one ClC1=C(C(=CC=C1)Cl)C1=CC2=C(N=C(N=C2)NC=2C=NC(=C(C2)F)OCCN2CCS(CC2)(=O)=O)N(C1=O)C